CC(\C=C\CCCC)=O (E)-octen-2-al